ClC1=C(C=CC(=C1)F)[C@@H](C1CCC1)C1N(C(C2=CC=C(C=C12)C(=O)N)=O)C1C(NC(CC1)=O)=O ((R)-(2-chloro-4-fluorophenyl)(cyclobutyl)methyl)-2-(2,6-dioxopiperidin-3-yl)-1-oxoisoindoline-5-carboxamide